CC(C)[C@H]1CN(CCN1)C=1N=NC(=CN1)C1=C(C=C(C=C1)C=1N=CC=2N(C1)N=CN2)O 2-{3-[(3S)-3-(propan-2-yl)piperazin-1-yl]-1,2,4-triazin-6-yl}-5-([1,2,4]triazolo[1,5-a]pyrazin-6-yl)phenol